3-[(1S)-3-[4-[5-[tert-butyl(dimethyl)silyl]oxy-1-tetrahydropyran-2-yl-indazol-3-yl]pyrazol-1-yl]-1-methyl-propoxy]propan-1-ol [Si](C)(C)(C(C)(C)C)OC=1C=C2C(=NN(C2=CC1)C1OCCCC1)C=1C=NN(C1)CC[C@@H](OCCCO)C